(1s,4s)-4-(8-(2,4-difluorophenylamino)-2-(tetrahydro-2H-pyran-4-ylamino)-9H-purin-9-yl)cyclohexanecarboxamide FC1=C(C=CC(=C1)F)NC=1N(C2=NC(=NC=C2N1)NC1CCOCC1)C1CCC(CC1)C(=O)N